5-[4-(3-methoxy-benzenesulfonyl)-piperazin-1-yl]-benzofuran-2-carboxylic acid amide COC=1C=C(C=CC1)S(=O)(=O)N1CCN(CC1)C=1C=CC2=C(C=C(O2)C(=O)N)C1